C1(=CC=CC2=CC=CC=C12)[C@@H](O)C1=CC=CC=C1 (S)-naphthalen-1-yl-(phenyl)methanol